6-Methyl-pyrazine-2-carboxylic acid {3-[3-(6-methyl-pyridin-3-yl)-1,2,4-oxadiazol-5-yl]-adamantan-1-yl}-amide CC1=CC=C(C=N1)C1=NOC(=N1)C12CC3(CC(CC(C1)C3)C2)NC(=O)C2=NC(=CN=C2)C